(S)-3-(6-(cyclopropylethynyl)-4-(2,6-dimethylphenyl)pyridin-2-yl)-3-((S*)-2-(5-(2-(dimethylamino)ethyl)-2-oxo-4-(trifluoromethyl)pyridin-1(2H)-yl)-4-methylpentanamido)propanoic acid C1(CC1)C#CC1=CC(=CC(=N1)[C@H](CC(=O)O)NC([C@H](CC(C)C)N1C(C=C(C(=C1)CCN(C)C)C(F)(F)F)=O)=O)C1=C(C=CC=C1C)C |o1:18|